3-(1-oxo-5-(((1R,2R)-2-(3-(pyridin-4-yl)azetidin-1-yl)-cyclohexyl)oxy)isoindolin-2-yl)piperidine-2,6-dione O=C1N(CC2=CC(=CC=C12)O[C@H]1[C@@H](CCCC1)N1CC(C1)C1=CC=NC=C1)C1C(NC(CC1)=O)=O